N-(4-(3-(Methylsulfonamido)phenyl)thiazol-2-yl)-2-((4-oxo-3-phenethyl-3,4-dihydropteridin-2-yl)thio)acetamide CS(=O)(=O)NC=1C=C(C=CC1)C=1N=C(SC1)NC(CSC1=NC2=NC=CN=C2C(N1CCC1=CC=CC=C1)=O)=O